N5-(4-(6-Phenylimidazo[1,2-a]pyridin-3-yl)pyrimidin-2-yl)-N2-propylpyridine-2,5-diamine C1(=CC=CC=C1)C=1C=CC=2N(C1)C(=CN2)C2=NC(=NC=C2)NC=2C=CC(=NC2)NCCC